4-(4-(1-cyanocyclopropyl)phenyl)-6-fluoroquinoline-3-carboxylic acid ethyl ester C(C)OC(=O)C=1C=NC2=CC=C(C=C2C1C1=CC=C(C=C1)C1(CC1)C#N)F